N-[4-(3,5-dimethoxyphenoxy)-3-sulfamoylphenyl]-2-phenylacetamide COC=1C=C(OC2=C(C=C(C=C2)NC(CC2=CC=CC=C2)=O)S(N)(=O)=O)C=C(C1)OC